FC1=C(C=CC(=C1)N1CCC(CC1)CO)C1CNCCC1 3-(2-fluoro-4-(4-(hydroxymethyl)piperidin-1-yl)phenyl)piperidine